3-carboxymethyl-4-methylpyrrole C(=O)(O)CC1=CNC=C1C